2-(hydroxy(3-trifluoromethyl-phenyl)methyl)acrylic acid OC(C(C(=O)O)=C)C1=CC(=CC=C1)C(F)(F)F